(R)-3-methylpentanoic acid C[C@@H](CC(=O)O)CC